2-(2-(isobutylthio)-5-methyl-1H-pyrrol-1-yl)pyridine C(C(C)C)SC=1N(C(=CC1)C)C1=NC=CC=C1